Disodium 2,2'-biquinoline-4,4'-diformate N1=C(C=C(C2=CC=CC=C12)C(=O)[O-])C1=NC2=CC=CC=C2C(=C1)C(=O)[O-].[Na+].[Na+]